N(=C=O)CCC(CCCN=C=O)CN=C=O 1,6-diisocyanato-3-isocyanatomethyl-hexane